C1(CC1)NC=1C2=C(N=CC1[N+](=O)[O-])N(C=C2)S(=O)(=O)C2=CC=C(C)C=C2 N-cyclopropyl-5-nitro-1-tosyl-1H-pyrrolo[2,3-b]pyridin-4-amine